thiolanic acid S1C(CCC1)C(=O)O